C(C)(=O)OOC1=NN(C(=C1Cl)C=1SC(=CC1C)F)C1=C(C=CC=C1)F Methyl-{[4-chloro-1-(2-fluorophenyl)-5-(5-fluoro-2-thienyl)-1H-pyrazol-3-yl] oxy} acetate